trans-N-(3-amino-2-hydroxy-propyl)-4-[[2-chloro-6-[4-[4-[(4R)-4-amino-2-oxo-pyrrolidin-1-yl]phenyl]sulfonylpiperazin-1-yl]-4-pyridinyl]-difluoro-methyl]cyclohexanecarboxamide NCC(CNC(=O)[C@@H]1CC[C@H](CC1)C(F)(F)C1=CC(=NC(=C1)N1CCN(CC1)S(=O)(=O)C1=CC=C(C=C1)N1C(C[C@H](C1)N)=O)Cl)O